CC=1OC2=C(C1C(=O)O)C=C(C=C2)OC(C)C2=CC=CC=C2 2-methyl-5-(1-phenylethoxy)benzofuran-3-carboxylic acid